NC1=CC=CC(=N1)S(=O)(=O)NC1=NC(=C(C=C1)Cl)C1=C(C=C(C=C1)F)C1CC1 6-amino-N-(5-chloro-6-(2-cyclopropyl-4-fluorophenyl)pyridin-2-yl)pyridine-2-sulfonamide